C(C)[C@H]1N(C[C@@H](N(C1)C=1C=2C(NC(C1)=O)=C(N(N2)CC#N)C)C)C(C)C=2C=C1N=CC=NC1=CC2 2-(7-((2S,5R)-5-ethyl-2-methyl-4-(1-(quinoxalin-6-yl)ethyl)piperazin-1-yl)-3-methyl-5-oxo-4,5-dihydro-2H-pyrazolo[4,3-b]pyridin-2-yl)acetonitrile